7-(2-Cyclopropyl-benzyl)-5-(4'-difluoromethyl-2'-methoxy-3,4,5,6-tetrahydro-2H-[1,3']bipyridinyl-4-yl)-2,4-dimethyl-2,4,5,7-tetrahydro-pyrazolo[3,4-d]pyrimidin-6-one C1(CC1)C1=C(CN2C(N(C(C=3C2=NN(C3)C)C)C3CCN(CC3)C=3C(=NC=CC3C(F)F)OC)=O)C=CC=C1